tert-butyl (5-chloro-4-(2-hydroxypropan-2-yl)thiazol-2-yl)carbamate ClC1=C(N=C(S1)NC(OC(C)(C)C)=O)C(C)(C)O